D-glyceraldehyde phosphate P(=O)(O)(O)O.O=C[C@H](O)CO